Cl.NC1=C(C=C(C=C1)O)O 4-aminobenzene-1,3-diol hydrochloride